p-dimethylaminocinnamoyl-propyl-trimethoxysilane Ethyl-3-(3-hydroxy-5-(1-phenyl-1H-pyrazol-4-yl)picolinamido)-2,2-dimethylpropanoate C(C)OC(C(CNC(C1=NC=C(C=C1O)C=1C=NN(C1)C1=CC=CC=C1)=O)(C)C)=O.CN(C1=CC=C(C=CC(=O)CO[Si](OC)(OC)CCC)C=C1)C